3-(4-(1-(5-((4-(4-bromo-7,7-dimethyl-5-oxo-5,7-dihydroindolo[1,2-a]quinazolin-10-yl)piperidin-1-yl)methyl)pyrazin-2-yl)piperidin-4-yl)-2,6-difluorophenyl)piperidine-2,6-dione BrC=1C=2C(N=C3N(C2C=CC1)C1=CC(=CC=C1C3(C)C)C3CCN(CC3)CC=3N=CC(=NC3)N3CCC(CC3)C3=CC(=C(C(=C3)F)C3C(NC(CC3)=O)=O)F)=O